CN1CC2=CC(=CC=C2CC1)NC1=NC=C2C(=N1)N(N=C2)CC2(CCCC2)C(=O)O Rac-trans-[[6-[(2-methyl-3,4-dihydro-1H-isoquinolin-7-yl)amino]pyrazolo[3,4-d]pyrimidin-1-yl]methyl]cyclopentanecarboxylic acid